FC1=C(C(=CC=C1)C)N1CC(CC1)C1=CC=2C(=NC=CN2)N(C1=O)CC1=NC=CN=C1C(F)(F)F 7-(1-(2-Fluoro-6-methylphenyl)pyrrolidin-3-yl)-5-((3-(trifluoromethyl)pyrazin-2-yl)methyl)pyrido[2,3-b]pyrazin-6(5H)-one